CC=1C2=CC=CC=C2C=C2C=CC=CC12 9-(methyl)anthracene